1-(tert-butoxy)-3-(2-fluorophenyl)-1-oxopropan-2-yl (S)-2-((((9H-fluoren-9-yl)methoxy)carbonyl)amino)hexanoate C1=CC=CC=2C3=CC=CC=C3C(C12)COC(=O)N[C@H](C(=O)OC(C(=O)OC(C)(C)C)CC1=C(C=CC=C1)F)CCCC